3-amino-4-[7-chloro-2-(oxan-2-yl)indazol-4-yl]-6-cyclobutyloxy-7-fluoro-1-(2-trimethylsilylethoxymethyl)quinolin-2-one NC=1C(N(C2=CC(=C(C=C2C1C=1C2=CN(N=C2C(=CC1)Cl)C1OCCCC1)OC1CCC1)F)COCC[Si](C)(C)C)=O